(S)-2-(3-fluorobicyclo[1.1.1]pentan-1-yl)-5-(3-fluorophenyl)-2,5,6,7-tetrahydro-3H-pyrrolo[2,1-c][1,2,4]triazol-3-one FC12CC(C1)(C2)N2N=C1N(C2=O)[C@@H](CC1)C1=CC(=CC=C1)F